5-(4-fluoro-2-methylphenyl)-4-methoxy-6-methylpyridazine-3-carboxylic acid FC1=CC(=C(C=C1)C=1C(=C(N=NC1C)C(=O)O)OC)C